FC1(CCN(CC1)C1=NC=2C(=CC(=CC2C=2N1C=C(N2)C)C)C(C)N)F 1-(5-(4,4-difluoropiperidin-1-yl)-2,9-dimethylimidazo[1,2-c]quinazolin-7-yl)ethan-1-amine